FC(OC=1C=NC=CC1)F 3-(difluoromethoxy)pyridine